9-(4-methoxyphenyl)-3,4-dihydropyrazino[2,1-c][1,2,4]thiadiazine 2,2-dioxide COC1=CC=C(C=C1)C1=NC=CN2C1=NS(CC2)(=O)=O